(R)-tert-butyl (8-(6-amino-5-bromo-3-carbamoylpyrazin-2-yl)-8-azaspiro[4.5]decan-1-yl)carbamate NC1=C(N=C(C(=N1)N1CCC2(CCC[C@H]2NC(OC(C)(C)C)=O)CC1)C(N)=O)Br